N-(6-(difluoromethoxy)-2-((1r,4r)-4-(hydroxymethyl)cyclohexyl)-2H-indazol-5-yl)-6-(trifluoromethyl)picolinamide FC(OC=1C(=CC2=CN(N=C2C1)C1CCC(CC1)CO)NC(C1=NC(=CC=C1)C(F)(F)F)=O)F